COC=1C=C2CCN(CC2=CC1NC1=NC2=CC(=CC=C2C=N1)NC1(CC1)C(=O)N(C)C)C 1-({2-[(6-methoxy-2-methyl-1,2,3,4-tetrahydroisoquinolin-7-yl)amino]quinazolin-7-yl}amino)-N,N-dimethylcyclopropane-1-carboxamide